C(=O)(OC(C)(C)C)N[C@@H](CS)C=O BOC-L-CYSTEINAL